ClC1=C(C(=CC=C1)F)S(=O)(=O)NCC1[C@H]2CN(C[C@@H]12)C1=NC=C(C=C1)C=1C=2N(C=C(C1)C=1C=NN(C1)C)N=CC2C#N 2-chloro-N-(((1r,5s,6r)-3-(5-(3-cyano-6-(1-methyl-1H-pyrazol-4-yl)pyrazolo[1,5-a]pyridin-4-yl)pyridin-2-yl)-3-azabicyclo[3.1.0]hexane-6-yl)methyl)-6-fluorobenzenesulfonamide